ruthenium(II) dichlorid [Ru](Cl)Cl